methyl (S)-3-(8-(1,4-dimethyl-2-oxo-1,2-dihydroquinolin-3-yl)imidazo[1,2-a]pyridin-5-yl)-2-(tritylamino)propanoate CN1C(C(=C(C2=CC=CC=C12)C)C=1C=2N(C(=CC1)C[C@@H](C(=O)OC)NC(C1=CC=CC=C1)(C1=CC=CC=C1)C1=CC=CC=C1)C=CN2)=O